OC1=NC=CC(=C1)CN1CC2=CC=C(C=C2C=N1)S(=O)(=O)C1=CC=C(C=C1)OC 2-((2-hydroxypyridin-4-yl)methyl)-6-((4-methoxyphenyl)sulfonyl)phthalazin